Cl.C(C)OC1=C(CN2CCN(CC2)C(C)=O)C(=CC=C1)F 1-(4-(2-ethoxy-6-fluorobenzyl)piperazin-1-yl)ethan-1-one hydrochloride